4-(morpholinyl-3,3,5,5-d4)aniline N1(C(COCC1([2H])[2H])([2H])[2H])C1=CC=C(N)C=C1